Methyl (S)-2-((4-((6-(2,4-dichlorophenyl)benzofuran-2-yl)methyl)piperazin-1-yl) methyl)-1-(oxetan-2-ylmethyl)-1H-benzo[d]imidazole-6-carboxylate ClC1=C(C=CC(=C1)Cl)C1=CC2=C(C=C(O2)CN2CCN(CC2)CC2=NC3=C(N2C[C@H]2OCC2)C=C(C=C3)C(=O)OC)C=C1